carbonic acid 2,6-dimethyl-phenyl methyl ester COC(OC1=C(C=CC=C1C)C)=O